CC1=NN=C2N1C=C(C=C2)C2=CC=C(C=C2)S(=O)(=O)N2CCC(CC2)NC2=CC=C(C=C2)S(F)(F)(F)(F)F 1-(4-{3-methyl-[1,2,4]triazolo[4,3-a]pyridin-6-yl}benzenesulfonyl)-N-[4-(pentafluoro-λ6-sulfanyl)phenyl]piperidin-4-amine